CC=1C(=NC=C(C1)NC(C(=O)N1[C@@H](CC[C@H](C1)C)C1=C2CC(NC2=CC=C1)=O)=O)NC(OC(C)(C)C)=O tert-Butyl N-[3-methyl-5-[[2-[(2S,5R)-5-methyl-2-(2-oxoindolin-4-yl)-1-piperidyl]-2-oxo-acetyl]amino]-2-pyridyl]carbamate